FC1=CC(=C(C=C1)C=1C2=C(C(=NC1C=1SC=3CN(CCC3N1)C(C=C)=O)C=1C=C3CCNCC3=CC1)C=CS2)OC 1-[2-[7-(4-fluoro-2-methoxy-phenyl)-4-(1,2,3,4-tetrahydroisoquinolin-6-yl)thieno[3,2-c]pyridin-6-yl]-6,7-dihydro-4H-thiazolo[5,4-c]pyridin-5-yl]prop-2-en-1-one